1-{4-[(2-{3-[(4-methanesulfonyl-2-methoxyphenyl)amino]prop-1-yn-1-yl}-1-(2,2,2-trifluoroethyl)-1H-indol-4-yl)amino]piperidin-1-yl}-3-(propanoyloxy)propan-2-yl propanoate C(CC)(=O)OC(CN1CCC(CC1)NC1=C2C=C(N(C2=CC=C1)CC(F)(F)F)C#CCNC1=C(C=C(C=C1)S(=O)(=O)C)OC)COC(CC)=O